N(=[N+]=[N-])[C@H]1C[C@H](N(C1)C(=O)OCCCCCCCC(=O)OC(CCCCCCCC)CCCCCCCC)C(=O)[O-] [8-(1-octylnonoxy)-8-oxo-octyl] (2S,4S)-4-azidopyrrolidine-1,2-dicarboxylate